3-carbamoyl-oxoindole C(N)(=O)C=1C(N=C2C=CC=CC12)=O